2-(4-bromo-3-fluorophenyl)propanoic acid BrC1=C(C=C(C=C1)C(C(=O)O)C)F